7-Methoxy-2-methyl-5-phenyl-4-(trifluoromethyl)-5H-indeno[1,2-b]pyridine COC=1C=C2C(C=3C(=NC(=CC3C(F)(F)F)C)C2=CC1)C1=CC=CC=C1